NCC(=CCCC)O aminomethyl-pentenol